CN1N=CC(=C1)S(=O)(=O)C1CC(C12CCNCC2)O 1-methylpyrazol-4-ylsulfonyl-7-azaspiro[3.5]nonan-3-ol